O=C1NC(CCC1N1C(C2=CC=C(C=C2C1=O)NCCCCCCN1N=CC(=C1)C1=NC2=CC(=CC=C2N=C1)C1CCNCC1)=O)=O (2,6-Dioxopiperidin-3-yl)-5-((6-(4-(7-(piperidin-4-yl)quinoxalin-2-yl)-1H-pyrazol-1-yl)hexyl)amino)isoindoline-1,3-dione